1,5,8-naphthalenetricarboxylic acid C1(=CC=CC=2C(=CC=C(C12)C(=O)O)C(=O)O)C(=O)O